3,4-difluoro-N-(4-fluoro-3-(quinoxaline-6-carbonyl)phenyl)benzamide FC=1C=C(C(=O)NC2=CC(=C(C=C2)F)C(=O)C=2C=C3N=CC=NC3=CC2)C=CC1F